FC(N1N=CC(=C1)C=1C=C(C=2N(C1)N=CC2C#N)C=2C=NC(=CC2)N2CCN(CC2)CC2=CC=C(C=C2)S(=O)(=O)C)F 6-(1-difluoromethyl-1H-pyrazol-4-yl)-4-(6-(4-(4-(methylsulfonyl)benzyl)piperazin-1-yl)pyridin-3-yl)pyrazolo[1,5-a]pyridine-3-carbonitrile